[Si](C)(C)(C(C)(C)C)OC=1C=NN(C1)C 4-((tert-butyldimethylsilyl)oxy)-1-methyl-1H-pyrazole